ClC1=CC(=C(C=C1)O)/C=N/C(C(C)C)O (E)-4-chloro-2-((1-hydroxy-2-methyl-propylimino)methyl)-phenol